2-chloro-4-((3R,5S)-3,4,5-trimethylpiperazin-1-yl)aniline ClC1=C(N)C=CC(=C1)N1C[C@H](N([C@H](C1)C)C)C